1-(5-(4-AMINO-7-CYCLOPROPYL-7H-PYRROLO[2,3-D]PYRIMIDIN-5-YL)IMIDAZO[1,2-A]PYRIDIN-8-YL)-3-(3-(1-METHYLCYCLOBUTYL)ISOXAZOL-5-YL)UREA NC=1C2=C(N=CN1)N(C=C2C2=CC=C(C=1N2C=CN1)NC(=O)NC1=CC(=NO1)C1(CCC1)C)C1CC1